4-bromo-1-(3-chloro-5-methoxyphenyl)-1H-pyrazole BrC=1C=NN(C1)C1=CC(=CC(=C1)OC)Cl